The molecule is a monocarboxylic acid anion that is the conjugate base of m-hydroxyhippuric acid, obtained by deprotonation of the carboxy group; major species at pH 7.3. It is a monocarboxylic acid anion and a N-acylglycinate. It is a conjugate base of a m-hydroxyhippuric acid. C1=CC(=CC(=C1)O)C(=O)NCC(=O)[O-]